CC(CCS(=O)(=O)C)(C)C=1N(C2=CC=CC(=C2C1C1=C(C(=O)O)C=CC=C1)O)C1=CC=C(C=C1)F [2-(1,1-dimethyl-3-methylsulfonyl-propyl)-1-(4-fluorophenyl)-4-hydroxy-indol-3-yl]benzoic acid